FC(C(=O)O)(F)F.CC1(OC2=C(CN(C1)CC=1C=C(C=CC1C)C(C(C(=O)O)C)CCC=1N=NN(C1)CC)C=NC=C2)C 3-(3-((2,2-Dimethyl-2,3-dihydropyrido[3,4-f][1,4]oxazepin-4(5H)-yl)methyl)-4-methylphenyl)-5-(1-ethyl-1H-1,2,3-triazol-4-yl)-2-methylpentanoic acid, Trifluoroacetic acid salt